C(CCC)OC(C)NC(C(C)C)=O N-(1-butoxyethyl)isobutyramide